ClC=1C=C(C=CC1F)NC(=O)C1=C(N=CN1C)C1CC2CC(CC2C1)(C#CC(C(F)(F)F)O)O N-(3-chloro-4-fluorophenyl)-4-(5-hydroxy-5-(4,4,4-trifluoro-3-hydroxybut-1-yn-1-yl)octahydropentalen-2-yl)-1-methyl-1H-imidazole-5-carboxamide